FC=1C=C(CNCCCCOCCNC2=NC3=C(C4=CN=CC=C24)C=CC=C3)C=C(C1OC(F)(F)F)F 5-((2-(4-((3,5-difluoro-4-(trifluoro-methoxy)benzyl)amino)butoxy)ethyl)amino)benzo[c][2,6]naphthyridine